C12CN(CC(N1)C2)C=2OC1=C(N2)C(=CC=C1C=1SC=CN1)C(C)(C)O 2-(2-(3,6-diazabicyclo[3.1.1]heptan-3-yl)-7-(thiazol-2-yl)benzo[d]oxazol-4-yl)propan-2-ol